didecyl-5-(4,4,5,5-tetramethyl-1,3,2-dioxaborolan-2-yl)pyrimidin-2-amine C(CCCCCCCCC)C1=C(C(=NC(=N1)N)CCCCCCCCCC)B1OC(C(O1)(C)C)(C)C